tert-butyl (tert-butoxycarbonyl)(3-((7-((4-(chlorosulfonyl)-2-methylphenyl)amino)-2,6-naphthyridin-1-yl)ethynyl)pyridin-2-yl)carbamate C(C)(C)(C)OC(=O)N(C(OC(C)(C)C)=O)C1=NC=CC=C1C#CC1=NC=CC2=CN=C(C=C12)NC1=C(C=C(C=C1)S(=O)(=O)Cl)C